2-(3-Bromophenyl)-3-(3-((2-ethoxy-2-oxoethyl)thio)-2,2-dimethylpropoxy)-2-methylpropanoic acid BrC=1C=C(C=CC1)C(C(=O)O)(COCC(CSCC(=O)OCC)(C)C)C